6-Amino-7-fluoro-2H-benzo[b][1,4]oxazin-3(4H)-one NC1=CC2=C(OCC(N2)=O)C=C1F